N-[4-[(E)-3-[4-[2-Hydroxyethyl-(methyl)amino]phenyl]prop-2-enoyl]phenyl]-4-propylbenzamide OCCN(C1=CC=C(C=C1)/C=C/C(=O)C1=CC=C(C=C1)NC(C1=CC=C(C=C1)CCC)=O)C